1,3-Bis[bis(2-aminoethyl)amino]propane NCCN(CCCN(CCN)CCN)CCN